(E)-2-(2,6-dioxopiperidin-3-yl)isoindole-1,3-dione O=C1NC(CCC1N1C(C2=CC=CC=C2C1=O)=O)=O